C(C1=CC=CC=C1)N(C(=O)C1=CN=C(S1)N1CCC(CC1)N1C[C@@H](CCC1)C)C N-benzyl-N-methyl-2-[(3R)-3-methyl-[1,4'-bipiperidin]-1'-yl]-1,3-thiazole-5-carboxamide